O[C@H]1CC[C@@H]([C@H](C1)C1=C(C=C(C=C1)C(C)(CCCCCC)C)O)CCCO 2-((1S,2S,5S)-5-hydroxy-2-(3-hydroxypropyl)cyclohexyl)-5-(2-methyloctan-2-yl)phenol